COCCN1C(=CC2=CC=CC=C12)C=1N=C2N(C=CC(=C2)C(=O)N2C[C@@H](CCC2)NC(OC(C)(C)C)=O)C1C tert-butyl (R)-(1-(2-(1-(2-methoxyethyl)-1H-indol-2-yl)-3-methylimidazo[1,2-a]pyridine-7-carbonyl)piperidin-3-yl)carbamate